C(#N)C1(CC1)NCC(CC(C=O)C1=CC(=CC=2OC3=C(C21)C=C(C=C3)N3C(CN(CC3)C)=O)C(=O)N)C 1-(((1-cyanocyclopropyl)amino)-4-methyl-1-oxopentan-2-yl)-8-(4-methyl-2-oxopiperazin-1-yl)dibenzo[b,d]furan-3-carboxamide